N-(4-Chloro-2,3-dihydro-1H-inden-2-yl)-6-((S)-2,2,2-trifluoro-1-(methylamino)ethyl)pyridin-3-amine ClC1=C2CC(CC2=CC=C1)NC=1C=NC(=CC1)[C@@H](C(F)(F)F)NC